[14C](C)(=O)[O-] [14C]-acetate